methyl 1-(7-bromo-2,6-dichloro-8-fluoroquinazolin-4-yl)azepane-4-carboxylate BrC1=C(C=C2C(=NC(=NC2=C1F)Cl)N1CCC(CCC1)C(=O)OC)Cl